sulfamoylMethyl propionate C(CC)(=O)OCS(N)(=O)=O